O=C1NC=C(C(N1)=O)C1=CC(=C(N=N1)C#N)N1C[C@@H](CCC1)C 6-(2,4-dioxo-1H-pyrimidin-5-yl)-4-[(3R)-3-methyl-1-piperidyl]pyridazine-3-carbonitrile